5-(3-chloropyridin-4-yl)-1,3,4-oxadiazole-2-carboxylic acid hydrazone ClC=1C=NC=CC1C1=NN=C(O1)C(O)=NN